6-methyl-5,6,7,8-tetrahydroimidazo[1,2-a]pyridine-2-carboxamide CC1CCC=2N(C1)C=C(N2)C(=O)N